ClC1=CC=C(C=C1)C1(N(C(C2=CC(=CC(=C12)F)C(=O)C=1C=NN(C1)C)=O)CC1=NC=C(C=C1)Cl)O 3-(4-chlorophenyl)-2-((5-chloropyridin-2-yl)methyl)-4-fluoro-3-hydroxy-6-(1-methyl-1H-pyrazole-4-carbonyl)isoindolin-1-one